6-methyl-2-(methylsulfanyl)-8-(1,2-oxazol-5-ylmethyl)-5-[2-(triisopropylsilyl)ethynyl]pyrido[2,3-d]pyrimidin-7-one CC1=C(C2=C(N=C(N=C2)SC)N(C1=O)CC1=CC=NO1)C#C[Si](C(C)C)(C(C)C)C(C)C